4-fluoro-3-(trifluoromethyl)phenol FC1=C(C=C(C=C1)O)C(F)(F)F